ClC=1C(N(C(=CC1OC([2H])([2H])C1=NC=C(C=C1F)F)C)C1=CC(=NC=C1C)[Sn](CCCC)(CCCC)CCCC)=O 3-chloro-4-((3,5-difluoropyridin-2-yl)methoxy-d2)-5',6-dimethyl-2'-(tributylstannyl)-2H-[1,4'-bipyridyl]-2-one